C1(CCCCC1)C(=O)N1CC(CC1)NC(\C(=C\CCCCC(=O)NO)\COC1=CC=CC2=CC=CC=C12)=O (E)-N1-(1-(cyclohexanecarbonyl)pyrrolidin-3-yl)-N8-hydroxy-2-((naphthalen-1-yloxy)methyl)-2-octenediamide